(2S,3S,4S,5R)-N-(3-Carbamoyl-4-fluoro-phenyl)-3-(3,4-Difluoro-2-methoxy-phenyl)-4,5-dimethyl-5-(trifluoromethyl)tetrahydrofuran-2-carboxamid C(N)(=O)C=1C=C(C=CC1F)NC(=O)[C@H]1O[C@]([C@H]([C@H]1C1=C(C(=C(C=C1)F)F)OC)C)(C(F)(F)F)C